Isopropyl (1S,3S)-3-((6-(4-(bromomethyl)-3-methylisoxazol-5-yl)pyridin-3-yl)oxy)cyclohexane-1-carboxylate BrCC=1C(=NOC1C1=CC=C(C=N1)O[C@@H]1C[C@H](CCC1)C(=O)OC(C)C)C